COC1=CC=C(C=C1)N1CCN(CC1)C(=O)OC(C)(C)C tert-Butyl 4-(4-methoxyphenyl)piperazine-1-carboxylate